C(C)(=O)C(C(=O)[O-])=CC(CCCCCCCCC)C 2-acetyl-4-methyltridec-2-enoate